1-(benzo[d]thiazol-2-yl)-3-methylbutan-1-ol S1C(=NC2=C1C=CC=C2)C(CC(C)C)O